C(C=C)OC1=CC=C(C=C1)C=1C(=CC=C(C1)CCC)O 4'-(allyloxy)-5-n-propyl-[1,1'-biphenyl]-2-ol